(3R)-3-amino-7-(5-tert-butyl-1,3,4-oxadiazol-2-yl)-5-[[4-(cyclohexoxy)phenyl]methyl]-1,1-dioxo-2,3-dihydro-1lambda6,5-benzothiazepin-4-one N[C@H]1CS(C2=C(N(C1=O)CC1=CC=C(C=C1)OC1CCCCC1)C=C(C=C2)C=2OC(=NN2)C(C)(C)C)(=O)=O